ClC=1C=CC=C2C(=CC(=NC12)O)O 8-chloroquinoline-2,4-diol